2-(2-hydroxy-3,5-ditert-amyl-phenyl)benzotriazole OC1=C(C=C(C=C1C(C)(C)CC)C(C)(C)CC)N1N=C2C(=N1)C=CC=C2